C(C)OC(=O)C1=CC(=NN1C1=NC=CC=C1Cl)Br bromo-1-(3-chloropyridin-2-yl)-1H-pyrazole-5-carboxylic acid ethyl ester